ClC1=CNC2=C(C=CC=C12)NS(=O)(=O)C=1C=NN(C1)C(C)C N-(3-chloro-1H-indol-7-yl)-1-isopropyl-pyrazole-4-sulfonamide